C(=O)[C@@]1(CN(CC1)C(=O)OC(C)(C)C)C (S)-tert-butyl 3-formyl-3-methylpyrrolidine-1-carboxylate